[K+].[Pt+2] platinum(II) monopotassium